ClC1=C(C(=O)NC2=C(C=CC=C2)C2=CC=C(C=C2)C#C)C=CC=N1 2-chloro-N-(4'-ethynylbiphenyl-2-yl)nicotinamide